nitrothionane [N+](=O)([O-])C1SCCCCCCC1